8,8-dimethyl-2-(5-methyl-1,3,4-thiadiazole-2-carbonyl)-7-oxo-2-azaspiro[3.5]non-5-ene-6-carbonitrile CC1(C(C(=CC2(CN(C2)C(=O)C=2SC(=NN2)C)C1)C#N)=O)C